5-(2-methyloctadecan-2-yl)-1,2,3-oxadiazol-4(5H)-one CC(C)(CCCCCCCCCCCCCCCC)C1C(N=NO1)=O